bis(2,4-dichloro-6-carbonyl isopentaneoxyphenyl) oxalate C(C(=O)OC1C(=CC(=CC1=C=O)Cl)OCC(C(C)C)Cl)(=O)OC1C(=CC(=CC1=C=O)Cl)OCC(C(C)C)Cl